N1(C=NC2=C1C=CC=C2)C=2N=C(C1=C(N2)C(=CS1)C=1C(=NC(=CC1)S(=O)(=O)C)C)N1[C@@H](COCC1)C (R)-4-(2-(1H-benzo[d]imidazol-1-yl)-7-(2-methyl-6-(methylsulfonyl)pyridin-3-yl)thieno[3,2-d]pyrimidin-4-yl)-3-methylmorpholine